tert-butyl (trans-4-{[(3S,4R)-3-[{[3,5-bis(trifluoromethyl)phenyl](methyl)carbamoyl}(methyl)amino]-4-(4-fluorophenyl)pyrrolidin-1-yl]carbonyl}cyclohexyl)(methyl)carbamate FC(C=1C=C(C=C(C1)C(F)(F)F)N(C(=O)N([C@@H]1CN(C[C@H]1C1=CC=C(C=C1)F)C(=O)[C@@H]1CC[C@H](CC1)N(C(OC(C)(C)C)=O)C)C)C)(F)F